2-propylbis-(4-heptyl)phosphine ammonium [NH4+].CC(C)P(C(CCC)CCC)C(CCC)CCC